2-(4-chloro-2-methoxyphenyl)-1-(6-methoxy-5-methyl-1H-indol-3-yl)ethanone ClC1=CC(=C(C=C1)CC(=O)C1=CNC2=CC(=C(C=C12)C)OC)OC